2-(Methanesulfonamido)benzoate CS(=O)(=O)NC1=C(C(=O)[O-])C=CC=C1